C(C)OC(=O)C=1CN(C(C1O)=O)C 4-hydroxy-1-methyl-5-oxo-2,5-dihydro-1H-pyrrole-3-carboxylic acid ethyl ester